2-[2-(1,1-difluoroethyl)-4,6-dimethylpyrimidin-5-yl]sulfonyl-6-(oxetan-3-ylmethyl)-2,6-diazaspiro[3.3]heptane FC(C)(F)C1=NC(=C(C(=N1)C)S(=O)(=O)N1CC2(C1)CN(C2)CC2COC2)C